C1(CC1)C1=NC(=C2N1CCN=C2)I 3-cyclopropyl-1-iodo-5,6-dihydroimidazo[1,5-a]pyrazin